N4-{4-[1-({4-[(tert-butyldimethylsilyl)oxy]-3-(1,3-dioxolan-2-yl)phenyl}methyl)indol-3-yl]pyrimidin-2-yl}-N1-[2-(dimethylamino)ethyl]-5-methoxy-N1-methyl-2-nitrobenzene-1,4-diamine [Si](C)(C)(C(C)(C)C)OC1=C(C=C(C=C1)CN1C=C(C2=CC=CC=C12)C1=NC(=NC=C1)NC1=CC(=C(C=C1OC)N(C)CCN(C)C)[N+](=O)[O-])C1OCCO1